O=C1OCC(O1)N1C=C(C2=CC=CC=C12)C(=O)OC methyl 1-(2-oxo-1,3-dioxolan-4-yl)-1H-indole-3-carboxylate